[Br-].BrC(C)C1=C2C=CC(C=C2C(C2=CC(=CC=C12)N(C)C)(C)C)=[N+](C)C N-(10-(1-bromoethyl)-7-(dimethylamino)-9,9-dimethylanthracen-2(9H)-ylidene)-N-methylmethanaminium bromide